4-[4-[rac-(1R)-3-(4-hydroxy-1-piperidyl)-1-[[rac-(7S)-7-tert-butyl-5,6,7,8-tetrahydrothiazolo[5,4-b]quinoline-2-carbonyl]amino]propyl]phenyl]thiophene-2-carboxylic acid OC1CCN(CC1)CC[C@@H](NC(=O)C=1SC2=NC=3CC[C@@H](CC3C=C2N1)C(C)(C)C)C1=CC=C(C=C1)C=1C=C(SC1)C(=O)O |r|